(((6-Chloro-2-(trifluoromethyl)quinolin-4-yl)amino)methyl)-3-(4-methoxy-1H-pyrazol-1-yl)azetidine-1-carboxamide ClC=1C=C2C(=CC(=NC2=CC1)C(F)(F)F)NCC1N(CC1N1N=CC(=C1)OC)C(=O)N